CN1C(=NC2=C1C=CC(=C2)C(=O)NCCS(=O)(=O)C)NC=2OC1=C(N2)C=CC(=C1)OC(F)(F)F 1-methyl-N-(2-(methylsulfonyl)ethyl)-2-((6-(trifluoromethoxy)benzo[d]oxazol-2-yl)amino)-1H-benzo[d]imidazole-5-carboxamide